[Si](C1=CC=CC=C1)(C1=CC=CC=C1)(C(C)(C)C)OC[C@H](C1CC1)N1C([C@@](C[C@@H]([C@H]1C1=CC=C(C=C1)Cl)C1=CC(=CC=C1)Cl)(C)[C@H](C(=O)OC)CO)=O (S)-Methyl 2-((3R,5R,6S)-1-((S)-2-((tert-butyldiphenylsilyl)oxy)-1-cyclopropylethyl)-5-(3-chlorophenyl)-6-(4-chlorophenyl)-3-methyl-2-oxopiperidin-3-yl)-3-hydroxypropanoate